C(C)(C)(C)OC(=O)N[C@@H](CC1=CC=CC=C1)C(=O)OC(CCC)CCC heptan-4-yl (tert-butoxycarbonyl)-L-phenylalaninate